C(N(C1=CC=2N(C(=N1)N)N=C(N2)C=2OC=CN2)CCN2CCN(CC2)C2=CC=C(C=C2)OCCOC([2H])([2H])[2H])([2H])([2H])[2H] N7-(2H3)methyl-N7-{2-[4-(4-{2-[(2H3)methyloxy]ethoxy}phenyl)piperazin-1-yl]ethyl}-2-(1,3-oxazol-2-yl)[1,2,4]triazolo[1,5-c]pyrimidine-5,7-diamine